C(C)(C)(C)OC(=O)N1C[C@@H]2COC3=C(CN2CC1)C=C(C(=C3C)Br)C#C[Si](C)(C)C (12AR)-9-bromo-10-methyl-8-[(trimethylsilyl)ethynyl]-3,4,12,12a-tetrahydro-6H-pyrazino[2,1-c][1,4]benzoxazepine-2(1H)-carboxylic acid tert-butyl ester